O=C1N(C(C=2NC(=NC2N1CCC)C12CCC(CC1)(CC2)CCC(=O)O)=O)CCC 3-[4-(2,6-dioxo-1,3-dipropyl-7H-purin-8-yl)-1-bicyclo[2.2.2]octanyl]propanoic acid